C(C#C)OCCOC1CCC(CC1)NC(OC(C)(C)C)=O Tert-butyl ((1r,4r)-4-(2-(prop-2-yn-1-yloxy)ethoxy)cyclohexyl)carbamate